ClC1=C(C=NN(C1=O)C)N[C@@H]1C[C@@H](CN(C1)C)C1=CC=C(C(=O)N2CCC3(CC2)CCN(CC3)C=3C=CC(=NC3)C3C(NC(CC3)=O)=O)C=C1 3-[5-[3-[4-[(3R,5R)-5-[(5-chloro-1-methyl-6-oxo-pyridazin-4-yl)amino]-1-methyl-3-piperidyl]benzoyl]-3,9-diazaspiro[5.5]undecan-9-yl]-2-pyridyl]piperidine-2,6-dione